FC1=CC=2C(=NC=3N(C2N=C1)C=NN3)N3CCCC1=C(C=CC=C31)C#CC(C#N)(C)C 4-(1-(3-fluoropyrido[3,2-e][1,2,4]triazolo[4,3-a]pyrimidin-5-yl)-1,2,3,4-tetrahydroquinolin-5-yl)-2,2-dimethylbut-3-ynenitrile